C(N)(=O)C=1C(=NN(C1)C1(C(CN(CC1)CC1=C(C=C(C(=C1)O)C)F)F)CC#N)NC(OC)=O methyl N-[4-carbamoyl-1-[4-(cyanomethyl)-3-fluoro-1-[(2-fluoro-5-hydroxy-4-methyl-phenyl)methyl]-4-piperidyl]pyrazol-3-yl]carbamate